5-(methoxymethyl)-4H-1,2,4-triazol-3-yl-4-methylbenzoate COCC=1NC(=NN1)OC(C1=CC=C(C=C1)C)=O